COC(=O)C1=C(N=NN1CC1=CC=C(C=C1)OC)Br.COC1=C(C(=C(C(=C1F)F)B(F)F)F)F 4-methoxy-2,3,5,6-tetrafluorophenyl-difluoroborane methyl-4-bromo-1-(4-methoxybenzyl)-1H-1,2,3-triazole-5-carboxylate